2-((3aR,5r,6aS)-5-benzyl-5-hydroxyhexahydrocyclopenta[c]pyrrol-2(1H)-yl)-1-(5-hydroxypyrazin-2-yl)ethanone C(C1=CC=CC=C1)C1(C[C@@H]2[C@@H](CN(C2)CC(=O)C2=NC=C(N=C2)O)C1)O